(R,E)-3-(4-chlorophenyl)-N'-((4-chlorophenyl)sulfonyl)-4-phenyl-N-(2-(pyrrolidin-1-ylsulfonyl)ethyl)-4,5-dihydro-1H-pyrazole-1-carboximidamide ClC1=CC=C(C=C1)C1=NN(C[C@H]1C1=CC=CC=C1)/C(/NCCS(=O)(=O)N1CCCC1)=N/S(=O)(=O)C1=CC=C(C=C1)Cl